4-amino-5-fluoro-1,3-dimethylquinolin-2(1H)-one NC1=C(C(N(C2=CC=CC(=C12)F)C)=O)C